NC(C([C@H](C[C@H]1C(NCC1)=O)NC(=O)C1C2C(C2CN1C([C@H](C(C)(C)C)NC(CC(C)(C)C)=O)=O)(C)C)=O)=O N-((S)-4-amino-3,4-dioxo-1-((S)-2-oxopyrrolidin-3-yl)butan-2-yl)-3-((S)-2-(3,3-dimethylbutanamido)-3,3-dimethylbutanoyl)-6,6-dimethyl-3-azabicyclo[3.1.0]hexane-2-carboxamide